(S)-3-cyclopropyl-2-((((2,6-difluorobenzyl)oxy)carbonyl)amino)propanoic acid C1(CC1)C[C@@H](C(=O)O)NC(=O)OCC1=C(C=CC=C1F)F